C1(CCCC1)C1=NN(C=C1)C=1C=CC(=C(O\C(\C(=O)OC)=C/OC)C1)C methyl (Z)-2-[5-(3-cyclopentylpyrazol-1-yl)-2-methyl-phenoxy]-3-methoxy-prop-2-enoate